BrC1=C2CN(C(C2=CC=C1)=O)C1C(NC(CC1)=O)=O 3-(4-bromo-1-oxo-isoindolin-2-yl)piperidine-2,6-dione